C(C)OC1=C(C=C(C(=O)OCCC)C=C1)OC propyl 4-ethoxy-3-methoxybenzoate